CC=1C=2C(C(NN1)=O)=CN(C(C2)=O)C2(CC2)C 1-methyl-6-(1-methylcyclopropyl)-3H-pyrido[3,4-d]pyridazine-4,7-dione